4-(1-((1,2-dimethyl-1H-indol-3-yl)methyl)piperidin-4-yl)-1,6-dimethyl-1,4-dihydropyrido[2,3-b]pyrazine-2,3-dione CN1C(=C(C2=CC=CC=C12)CN1CCC(CC1)N1C2=C(N(C(C1=O)=O)C)C=CC(=N2)C)C